2-[(5-methylpyridin-2-yl)methyl]-2,3-dihydro-1H-isoindol-1-one CC=1C=CC(=NC1)CN1C(C2=CC=CC=C2C1)=O